O=C1NC=2N(C=C1)N=CC2C(=O)OCC ethyl 5-oxo-4H-pyrazolo[1,5-a]pyrimidine-3-carboxylate